Br.NCNCS(=O)(=O)CCOC(CCC(C)C)=O 2-(aminomethyl amino methyl sulfonyl)Ethyl-4-methylpentanoate hydrobromide